N1CC(C1)NC(C1=C(C=C(C=C1)NC=1C=2N(C=CN1)C(=CN2)C2=C(C(=C(C=C2)OC)F)F)CC)=O N-(azetidin-3-yl)-4-[[3-(2,3-difluoro-4-methoxy-phenyl)imidazo[1,2-a]pyrazin-8-yl]amino]-2-ethyl-benzamide